BrC=1C=C2C(=CNC2=CC1Cl)C(=O)NOC 5-bromo-6-chloro-N-methoxy-1H-indole-3-carboxamide